COC(C(C[C@@H](C)[C@H]1CC[C@H]2[C@@H]3C(C[C@@H]4C[C@@H](CC[C@]4(C)[C@H]3CC[C@]12C)OC(C1=CC=CC=C1)=O)=O)F)=O fluoro-3α-benzoyloxy-7-oxo-5β-cholanic acid methyl ester